1-vinyl-3-methylimidazole iodide salt [I-].C(=C)N1CN(C=C1)C